C(C)OC(C(CNC=1C(=NC=C(C1)Br)[N+](=O)[O-])(C)CO)=O ((5-bromo-2-nitropyridin-3-yl)amino)-2-(hydroxymethyl)-2-methylpropanoic acid ethyl ester